O1CC(CC1)C=1NC(=NN1)C1=CC2=C(N(C=N2)CCO)C=C1 2-{5-[5-(tetrahydrofuran-3-yl)-4H-1,2,4-triazol-3-yl]-1H-benzimidazol-1-yl}ethanol